N-cyclohexyl-4-[2-fluoro-5-[[6-oxo-4-(trifluoromethyl)-1H-pyridine-3-carbonyl]amino]-4-[(3R,5S)-3,4,5-trimethylpiperazin-1-yl]phenyl]-N-methyl-1,3-thiazole-2-carboxamide C1(CCCCC1)N(C(=O)C=1SC=C(N1)C1=C(C=C(C(=C1)NC(=O)C1=CNC(C=C1C(F)(F)F)=O)N1C[C@H](N([C@H](C1)C)C)C)F)C